lithium iron manganese hydroxide phosphate P(=O)([O-])([O-])[O-].[OH-].[Mn+2].[Fe+2].[Li+]